methyl 2-((3-(benzyloxy)-2-(1,3-dioxolan-2-yl)benzyl)(methyl)amino)isonicotinate C(C1=CC=CC=C1)OC=1C(=C(CN(C=2C=C(C(=O)OC)C=CN2)C)C=CC1)C1OCCO1